CN(C)CC=1C=C(C=CC1OCCOC)C1=CC=CN1S(=O)(=O)C1=CC=C(C)C=C1 5-(3-((dimethylamino)methyl)-4-(2-methoxyethoxy)phenyl)-1-p-toluenesulfonyl-1H-pyrrole